(7S)-4,7-difluoro-7-isopropyl-N-[(1R)-1-(6-pyridazin-4-yl-3-pyridyl)-3-[4-(trifluoromethyl)-1-piperidyl]propyl]-6,8-dihydro-5H-acridine-2-carboxamide FC1=CC(=CC2=CC=3C[C@@](CCC3N=C12)(C(C)C)F)C(=O)N[C@H](CCN1CCC(CC1)C(F)(F)F)C=1C=NC(=CC1)C1=CN=NC=C1